3H-imidazol-1-ium [NH+]1=CNC=C1